ClCC(CCCCCCCCCCCC)Cl 1,2-dichlorotetradecane